Cl.Cl.N1(CCNCC1)CCC(=O)OC(C)(C)C tert-Butyl 3-piperazin-1-ylpropanoate dihydrochloride